N-[6-(5-chloro-1,3-benzoxazol-2-yl)spiro[3.3]heptan-2-yl]-5-methylsulfonyl-thiophene-2-carboxamide ClC=1C=CC2=C(N=C(O2)C2CC3(CC(C3)NC(=O)C=3SC(=CC3)S(=O)(=O)C)C2)C1